IC=1OC(C2=C(C1)C=CC=C2)=O iodo-1H-2-benzopyran-1-one